ClC=1C=C(C=CC1N1C=NC(=C1)C1=NC(=NC=C1C(F)(F)F)NC1CCN(CC1)S(=O)(=O)C)N1CC(NCC1)=O 4-(3-Chloro-4-(4-(2-((1-(methylsulfonyl)piperidin-4-yl)amino)-5-(trifluoromethyl)pyrimidin-4-yl)-1H-imidazol-1-yl)phenyl)piperazin-2-one